tert-butyl (2S,5S)-3-formyl-2,3-dihydro-2,5-methanobenzo[f][1,4]oxazepine-4(5H)-carboxylate C(=O)C1[C@H]2OC3=C([C@@H](N1C(=O)OC(C)(C)C)C2)C=CC=C3